C1(CC1)NC(=O)C1=C(C=C(C=C1OC)B(O)O)OC(F)F 4-(cyclopropyl-carbamoyl)-3-(difluoromethoxy)-5-methoxyphenyl-boronic acid